3-(glycidoxy)propyl-triethoxysilane C(C1CO1)OCCC[Si](OCC)(OCC)OCC